2-aminopyrimidine-5-carbonitrile NC1=NC=C(C=N1)C#N